N-(3-(4-oxa-7-azaspiro[2.5]octan-7-yl)phenyl)-4-fluoro-7-methyl-1H-indole C1CC12OCCN(C2)C=2C=C(C=CC2)N2C=CC1=C(C=CC(=C21)C)F